C1(=CC=CC=C1)C1=CC(NS1(=O)=O)=O 5-phenylisothiazol-3(2H)-one 1,1-dioxide